(1S,3S,4S,5S)-2-(tert-Butoxycarbonyl)-5-fluoro-2-azabicyclo[2.2.1]heptane-3-carboxylic acid C(C)(C)(C)OC(=O)N1[C@@H]2C[C@@H]([C@H]([C@H]1C(=O)O)C2)F